NC1=C(C=CC=C1)C(=O)C1=CC=C(C=C1)Br (2-aminophenyl)(4-bromophenyl)methanone